Cl.ON N-hydroxylamine, hydrochloride salt